4-(4-(2-(pyridin-2-ylamino)pyrimidin-4-yl)-4,5,6,7-tetrahydropyrazolo[1,5-a]pyrimidin-2-yl)-2-(thiazol-2-yl)but-3-yn-2-ol N1=C(C=CC=C1)NC1=NC=CC(=N1)N1C=2N(CCC1)N=C(C2)C#CC(C)(O)C=2SC=CN2